(R)-(2-fluorophenyl)-oxirane FC1=C(C=CC=C1)[C@H]1OC1